tin bis(trifluoroacetate) FC(C(=O)[O-])(F)F.FC(C(=O)[O-])(F)F.[Sn+2]